phenyl (3-(2-cyanopropan-2-yl)isoxazol-5-yl)carbamate C(#N)C(C)(C)C1=NOC(=C1)NC(OC1=CC=CC=C1)=O